ClC=1C=C2C(=NC(=NC2=C(C1C1=CC=CC2=CC=CC=C12)F)OC[C@H]1N(CCC1)C)N1CC2CCC(C1)N2 6-chloro-4-{3,8-diazabicyclo[3.2.1]octan-3-yl}-8-fluoro-2-{[(2S)-1-methylpyrrolidin-2-yl]methoxy}-7-(naphthalen-1-yl)quinazoline